tert-Butyl 3-(1'-(tert-butoxycarbonyl)-1',2',3',6'-tetrahydro-[2,4'-bipyridin]-5-yl)-5-(2-fluoro-2,3-dihydro-1H-inden-4-yl)-6-methoxy-1H-pyrazolo[4,3-b]pyridine-1-carboxylate C(C)(C)(C)OC(=O)N1CCC(=CC1)C1=NC=C(C=C1)C1=NN(C=2C1=NC(=C(C2)OC)C2=C1CC(CC1=CC=C2)F)C(=O)OC(C)(C)C